C(C=C)(=O)OCCCCC1=C(C(C(=O)O)=CC=C1)C(=O)O acryloyloxybutyl-phthalic acid